C(CCCCCCCCCCCCC)(=O)OCCCCCCCCCCCCCC tetradecanoic acid, tetradecyl ester